4-methoxy-1H-1,3-benzodiazole COC1=CC=CC=2NC=NC21